ClC=1C(=NN(N1)CC)CSC=1NC(C2=C(N1)CCC2)=O 2-{[(5-Chloro-2-ethyl-1,2,3-triazol-4-yl)methyl]sulfanyl}-3H,5H,6H,7H-cyclopenta[d]pyrimidin-4-one